[(2R,3R,4S,5R,6S)-3,4,5,6-tetrahydroxyoxan-2-yl]methyl (1S,2S)-2-[(3,4-dichlorophenyl)carbonyl]cyclopropane-1-carboxylate ClC=1C=C(C=CC1Cl)C(=O)[C@@H]1[C@H](C1)C(=O)OC[C@H]1O[C@@H]([C@@H]([C@H]([C@H]1O)O)O)O